[N+](=O)([O-])C1=CC=C(S1)C(=O)NC=1SC2=C(N1)C=CC(=C2)[N+](=O)[O-] 5-nitro-N-(6-nitrobenzo[d]thiazol-2-yl)thiophene-2-carboxamide